C(#N)C=1C(=NC(=C(C1CC)C#N)N1CCNCC1)SC(C(=O)N)C1=CC=C(C=C1)F 2-((3,5-dicyano-4-ethyl-6-(piperazin-1-yl)pyridin-2-yl)sulfanyl)-2-(4-fluorophenyl)acetamide